perfluorot-butyl acrylate C(C=C)(=O)OC(C(F)(F)F)(C(F)(F)F)C(F)(F)F